N2-(2-Carboxyethyl)arginine C(=O)(O)CCN[C@@H](CCCNC(N)=N)C(=O)O